NC1=C2C(=NC=N1)N(N=C2C2=CC=C(C=C2)OC2=CC=CC=C2)C2CCN(CC2)C(CCCCCSC2=C1C(N(C(C1=CC=C2)=O)C2C(NC(CC2)=O)=O)=O)=O 4-((6-(4-(4-amino-3-(4-phenoxyphenyl)-1H-pyrazolo[3,4-d]pyrimidin-1-yl)piperidin-1-yl)-6-oxohexyl)thio)-2-(2,6-dioxopiperidin-3-yl)isoindoline-1,3-dione